C(C)(=O)C1=CC=C2C(=N1)N(C(=C2)C2=NC1=C(N2C)C=CC(=C1)C(=O)OC)COCC[Si](C)(C)C methyl 2-(6-acetyl-1-((2-(trimethylsilyl)ethoxy)methyl)-1H-pyrrolo[2,3-b]pyridin-2-yl)-1-methyl-1H-benzo[d]imidazole-5-carboxylate